(S)-N-((R)-2-chloro-4,6-dihydrospiro[cyclopenta[d]thiazol-5,4'-piperidin]-6-yl)-2-methylpropane-2-sulfinamide ClC=1SC2=C(N1)CC1(CCNCC1)[C@H]2N[S@@](=O)C(C)(C)C